(S)-6-(2-((((9H-fluoren-9-yl)methoxy)carbonyl)amino)-6-amino-hexanamido)hexanoic acid C1=CC=CC=2C3=CC=CC=C3C(C12)COC(=O)N[C@H](C(=O)NCCCCCC(=O)O)CCCCN